C(C)C=1C(NC=2C=C(C=NC2C1)CN1C2(COC2)CN(CC1)C=1C=CC(=NC1C)C(=O)NC)=O 5-(5-((7-ethyl-6-oxo-5,6-dihydro-1,5-naphthyridin-3-yl)methyl)-2-oxa-5,8-diazaspiro[3.5]nonan-8-yl)-N,6-dimethylpicolinamide